BrC=1C(=C(C=CC1)C1=C(C(=CC=C1)OCCCN1C(CCC1C)C)C)C (3-((3'-bromo-2,2'-dimethyl-[1,1'-biphenyl]-3-yl)oxy)propyl)-2,5-dimethylpyrrolidine